(R)-3-(3-chloro-4-fluorophenyl)-1-(1-(1-oxo-1,2-dihydroisoquinolin-4-yl)ethyl)urea ClC=1C=C(C=CC1F)NC(N[C@H](C)C1=CNC(C2=CC=CC=C12)=O)=O